2-ethyl-1-butyl thiol C(C)C(CS)CC